2-chlorophenyl-amide ClC1=C(C=CC=C1)[NH-]